CC1(OC=2C=C(C=C(C2[C@H]2[C@H]1CCC(=C2)C)O)CCCCC([2H])([2H])[2H])C (6Ar,10aR)-6,6,9-trimethyl-3-(5,5,5-trideuteriopentyl)-6a,7,8,10a-tetrahydrobenzo[c]chromen-1-ol